FC=1C=C(COC2=NC(N3C(N4[C@@H](COCC4)C3)=C2)=O)C=C(C1)F (R)-7-((3,5-difluorobenzyl)oxy)-3,4,11,11a-tetrahydropyrimido[6',1':2,3]imidazo[5,1-c][1,4]oxazin-9(1H)-one